CN1C(C(=CC(=C1C)B1OC(C(O1)(C)C)(C)C)C#N)=O 1,6-dimethyl-2-oxo-5-(4,4,5,5-tetramethyl-1,3,2-dioxaborolan-2-yl)-1,2-dihydropyridine-3-carbonitrile